ClC1=CC=C(CC=2NC3=C(C=CC=C3C2)C=2N=NN(C2)C=2C=CC=C3C=CC(OC23)=O)C=C1 2-(4-chlorobenzyl)-7-(1-(2-oxo-2H-chromen-8-yl)-1H-1,2,3-triazole-4-yl)-1H-indole